(3S)-6-methoxy-3-methyl-3,4-dihydronaphthalen-1(2H)-one COC=1C=C2C[C@@H](CC(C2=CC1)=O)C